ClC=1C(=NC(=NC1N1CCS(CC1)(=O)=O)C(C)C)NC1=NNC2=CC(=CC=C12)[C@@H]1C[C@@]12C(NC1=CC=C(C=C21)OC)=O (1R,2S)-2-(3-((5-chloro-6-(1,1-dioxidothiomorpholino)-2-isopropylpyrimidin-4-yl)amino)-1H-indazol-6-yl)-5'-methoxyspiro[cyclopropane-1,3'-indolin]-2'-one